C[C@@H](CC=C)N(S(N)(=O)=O)CC1=NC=CC=C1 N-((2S)-4-PENTEN-2-YL)-N-(2-PYRIDINYLMETHYL)SULFURIC DIAMIDE